ClC=1N=CC2=C(N1)N(C(=C2F)C)C2=CC=C1C(=N2)[C@@](CC1)(O)C (R)-2-(2-chloro-5-fluoro-6-methyl-7H-pyrrolo[2,3-d]pyrimidin-7-yl)-7-methyl-6,7-Dihydro-5H-cyclopent[b]pyridin-7-ol